C=C(C(CC)OCCC#N)CCC 3-((4-methyleneheptan-3-yl)oxy)propionitrile